C([C@H](C)N(CC(=O)O)CC(=O)O)N(CC(=O)O)CC(=O)O (S)-1,2-propylenediaminetetraacetic acid